CC(C[C@@H](C(N[C@@H](C[C@H]1C(NCCC1)=O)C(COC(F)(F)F)=O)=O)NC(C(=O)NC1(CC1)C)=O)C N1-((S)-4-methyl-1-oxo-1-(((S)-3-oxo-1-((S)-2-oxopiperidin-3-yl)-4-(trifluoromethoxy)butan-2-yl)amino)pentan-2-yl)-N2-(1-methylcyclopropyl)oxalamide